C(C)OC=1C=CC(=NC1)C=1N(C(=NN1)C1CC(C1)NC(=O)C1=CC=NC2=CC=CN=C12)C1=CC=CC=C1 N-((1r,3r)-3-(5-(5-ethoxypyridin-2-yl)-4-phenyl-4H-1,2,4-triazol-3-yl)cyclobutyl)-1,5-naphthyridine-4-carboxamide